C(#N)C(C(=O)O)=CC1=CC(=C(C(=C1)[N+](=O)[O-])O)OC 2-cyano-3-(3-methoxy-4-hydroxy-5-nitrophenyl)acrylic acid